isostearate zirconium [Zr+4].C(CCCCCCCCCCCCCCC(C)C)(=O)[O-].C(CCCCCCCCCCCCCCC(C)C)(=O)[O-].C(CCCCCCCCCCCCCCC(C)C)(=O)[O-].C(CCCCCCCCCCCCCCC(C)C)(=O)[O-]